N1S(NCC12CN(CCC2)C(=O)[O-])(=O)=O 2-thia-1,3,7-triazaspiro[4.5]decane-7-carboxylate 2,2-dioxide